[Si](C)(C)(C(C)(C)C)O[C@H]1C[C@H](N(C1)C(=O)OC(C)(C)C)C(N(C)C1=CC(=C(C=C1)F)Cl)=O (2S,4S)-tert-butyl 4-((tert-butyldimethylsilyl)oxy)-2-((3-chloro-4-fluorophenyl)(methyl)carbamoyl)pyrrolidine-1-carboxylate